F[C@@H]1CN(CC[C@@H]1NC1=NC=C(C(=N1)C1=CC(=C(S1)C)C(=O)N)C(F)(F)F)S(=O)(=O)C 5-(2-(((3R,4S)-3-fluoro-1-(methylsulfonyl)piperidin-4-yl)amino)-5-(trifluoromethyl)-pyrimidin-4-yl)-2-methylthiophene-3-carboxamide